3-Methyl-1-(2,2,2-trifluoroethyl)pyrazol-4-amine tosylate S(=O)(=O)(O)C1=CC=C(C)C=C1.CC1=NN(C=C1N)CC(F)(F)F